O1C=CC(=C1)C(=O)N Furan-4-carboxamide